(3-(benzyloxy)-1-(1-(methylsulfonyl)spiro[indoline-3,4'-piperidine]-1'-yl)-1-oxopropan-2-yl)carbamate C(C1=CC=CC=C1)OCC(C(=O)N1CCC2(CC1)CN(C1=CC=CC=C12)S(=O)(=O)C)NC([O-])=O